[Al].[Ta].[Cr] chromium tantalum aluminum